1,5-dihydroxy-3-adamantaneformyl chloride OC12CC3(CC(CC(C1)C3)(C2)O)C(=O)Cl